(R)-4-(2,2-difluoro-7-((5-methoxy-7-methyl-1H-indol-4-yl)methyl)-7-azaspiro[3.5]nonan-6-yl)-N-(3,3-difluorocyclobutyl)benzamide FC1(CC2(C1)C[C@@H](N(CC2)CC2=C1C=CNC1=C(C=C2OC)C)C2=CC=C(C(=O)NC1CC(C1)(F)F)C=C2)F